C(C)(C)(C)OC(C(C)O[Si](C)(C)C(C)(C)C)=O 2-((t-butyldimethylsilyl)oxy)propanoic acid tert-butyl ester